1-benzyl-4-[[2-(tert-butoxycarbonyl)-2-azaspiro[3.5]non-7-yl]oxy]pyridin-1-ium methyl-8-bromo-9-isopropyl-2-methyl-2,3,4,4a,9,9a-hexahydro-1H-pyrido[3,4-b]indole-6-carboxylate COC(=O)C=1C=C2C3C(N(C2=C(C1)Br)C(C)C)CN(CC3)C.C(C3=CC=CC=C3)[N+]3=CC=C(C=C3)OC3CCC1(CN(C1)C(=O)OC(C)(C)C)CC3